2'-Methoxy-6'-phenyl-[2,4']bipyridinyl-3'-carbonitrile COC1=NC(=CC(=C1C#N)C1=NC=CC=C1)C1=CC=CC=C1